4-hexadecylamino-4-oxobutanamidoacetic acid C(CCCCCCCCCCCCCCC)NC(CCC(=O)NCC(=O)O)=O